(E)-3-(1-phenyl-3-(pyridin-3-yl)-1H-pyrazol-4-yl)acrylic acid C1(=CC=CC=C1)N1N=C(C(=C1)/C=C/C(=O)O)C=1C=NC=CC1